ClCCCC(O)C1=CC=C(C=C1)Cl 4-chloro-1-(4-chlorophenyl)-1-butanol